BrC1=CC(=C(NC)C=C1C(F)(F)F)[N+](=O)[O-] 4-bromo-N-methyl-2-nitro-5-(trifluoromethyl)aniline